3-(2-(5-(4-fluorobenzylidene)-3-phenyl-4-oxothiazolidin-2-ylidene)hydrazono)-5-fluoro-1H-indol-2-one FC1=CC=C(C=C2C(N(C(S2)=NN=C2C(NC3=CC=C(C=C23)F)=O)C2=CC=CC=C2)=O)C=C1